(3S,4S)-1-(1H-benzo[d]imidazol-5-yl)-3-cyclopropyl-4-(2-methyl-4-(1-(trifluoromethyl)-1H-pyrazol-4-yl)phenyl)azetidin-2-one 5'-trans-vinylphosphonate C(=C)P(O)(O)=O.N1C=NC2=C1C=CC(=C2)N2C([C@H]([C@H]2C2=C(C=C(C=C2)C=2C=NN(C2)C(F)(F)F)C)C2CC2)=O